6-((4-ethylpiperazin-1-yl)methyl)benzo[b]thiophene-2-carboxylic acid methyl ester COC(=O)C1=CC2=C(S1)C=C(C=C2)CN2CCN(CC2)CC